CC=1N=C(C2=C(N1)C=NC(=C2)P2(CCNCC2)=O)N[C@H](C)C2=C(C(=CC=C2)C(F)(F)F)C 4-[2-methyl-4-({(1R)-1-[2-methyl-3-(trifluoromethyl)phenyl]ethyl}amino)-pyrido[3,4-d]pyrimidin-6-yl]-1,4lambda5-azaphosphinan-4-one